C(C)(=O)OC1C(OC(C(C1OC(C)=O)OC(C)=O)OC1=C(C=CC(=C1)CO)NC([C@H](C)NC(=O)OC(C)(C)C)=O)COC(C)=O 2-(acetoxymethyl)-6-(2-((S)-2-((tert-butoxycarbonyl)amino)propanamido)-5-(hydroxymethyl)phenoxy)tetrahydro-2H-pyran-3,4,5-triyl triacetate